ClC1=CC=C(C=C1)C(C)(C#C)C=1N=C(SC1)NC(=O)NC[C@H](CO)O 1-(4-(2-(4-chlorophenyl)-but-3-yn-2-yl)thiazol-2-yl)-3-((R)-2,3-dihydroxy-propyl)urea